[Si](C1=CC=CC=C1)(C1=CC=CC=C1)(C(C)(C)C)O[C@@]1(CNCCOC1)C |r| Rac-6-[(tert-butyldiphenylsilyl)oxy]-6-methyl-1,4-oxazepane